ClC=1N=C(SC1Cl)C(C)(C)NC=1C=CC2=C(N(N=C2C1)CC(=O)N)C 2-(6-((2-(4,5-dichloro-thiazol-2-yl)propan-2-yl)amino)-3-methyl-2H-indazol-2-yl)acetamide